(8E)-11,14-dioxa-4,5,19,20-tetraazatetracyclo[13.5.2.12,5.018,21]tricosa-1(20),2(23),3,8,15(22),16,18(21)-heptaene C=12C=3C=NN(CC\C=C\COCCOC=4C=CC(NN1)=C2C4)C3